tert-butyl 3-(((1S,2S)-2-(((tert-butyldiphenylsilyl)oxy)methyl)cyclopropyl)methoxy)propanoate [Si](C1=CC=CC=C1)(C1=CC=CC=C1)(C(C)(C)C)OC[C@@H]1[C@H](C1)COCCC(=O)OC(C)(C)C